(S)-4,6-dichloro-N-(8,9-difluoro-6-oxo-1,4,5,6-tetrahydro-2H-pyrano[3,4-c]isoquinolin-1-yl)-N-methyl-1H-pyrrolo[3,2-c]pyridine-2-carboxamide ClC1=NC(=CC2=C1C=C(N2)C(=O)N(C)[C@@H]2COCC=1NC(C=3C=C(C(=CC3C12)F)F)=O)Cl